(R)-N-((R)-1-(3-(4,4-difluoropiperidin-1-yl)-7-fluoro-2-methyl-1,4-dihydroquinoxalin-5-yl)ethyl)-2-methylpropane-2-sulfinamide FC1(CCN(CC1)C1=C(NC2=CC(=CC(=C2N1)[C@@H](C)N[S@](=O)C(C)(C)C)F)C)F